(p-methoxy cyclohexyl) cinnamate C(C=CC1=CC=CC=C1)(=O)OC1CCC(CC1)OC